CN1CCN(CC1)CCCC=1N=C(N(C1)C1=CC=CC=C1)C1=C(C(=O)N)C=CC=C1C=1C=NNC1 (4-(3-(4-methylpiperazin-1-yl)propyl)-1-phenyl-1H-imidazol-2-yl)-3-(1H-pyrazol-4-yl)benzamide